[N+](=O)([O-])C1=CC=C(CC2C[C@H](NC2)C(=O)O)C=C1 γ-(4-nitro-benzyl)-proline